CC1=C(CNC([C@H](CCC2=CC=CC=C2)NC(CCC(=O)O)=O)=O)C=C(C=C1)OCCC1CNCCC1 4-(((2S)-1-((2-methyl-5-(2-(piperidin-3-yl)ethoxy)benzyl)amino)-1-oxo-4-phenylbutan-2-yl)amino)-4-oxobutanoic acid